FC(C1=NSC(=C1)CO)(F)F [3-(trifluoromethyl)isothiazol-5-yl]methanol